Ethyl 2-(1-(7-chloro-4-(1H-imidazol-1-yl) quinolin-2-yl) piperidin-3-yl)acetate ClC1=CC=C2C(=CC(=NC2=C1)N1CC(CCC1)CC(=O)OCC)N1C=NC=C1